(3H)-oxazolone O1C(NC=C1)=O